1,2-dihexadecanoyl-sn-glycero-3-phosphoethanolamine triethylammonium salt C(C)[NH+](CC)CC.C(CCCCCCCCCCCCCCC)(=O)OC[C@@H](OC(CCCCCCCCCCCCCCC)=O)COP(=O)(O)OCCN